ClC=1C(=C(C=CC1F)NC(=O)[C@H]1N(CC=C1)C(=O)OC(C)(C)C)F (S)-tert-butyl 2-((3-chloro-2,4-difluorophenyl)carbamoyl)-2,5-dihydro-1H-pyrrole-1-carboxylate